4-methyl-3-(trifluoromethyl)phenyl-3-(2-(trifluoromethyl)pyridin-4-yl)-7-oxabicyclo[2.2.1]heptane-2-carboxamide CC1=C(C=C(C=C1)C12C(C(C(CC1)O2)C2=CC(=NC=C2)C(F)(F)F)C(=O)N)C(F)(F)F